(S)-2-(4-amino-1H-pyrazol-1-yl)-1-(3-(p-tolyloxy)piperidin-1-yl)ethan-1-one NC=1C=NN(C1)CC(=O)N1C[C@H](CCC1)OC1=CC=C(C=C1)C